benzyl N-{[2-(2,6-dioxopiperidin-3-yl)-1-oxo-2,3-dihydro-1H-isoindol-5-yl]methyl}carbamate O=C1NC(CCC1N1C(C2=CC=C(C=C2C1)CNC(OCC1=CC=CC=C1)=O)=O)=O